(S)-N-(1-(dimethylamino)-3-phenylpropan-2-yl)pivaloamide CN(C[C@H](CC1=CC=CC=C1)NC(C(C)(C)C)=O)C